FC(C(=O)N1CCC(=CC1)C1=NC=CN=C1NC=1C=NC(=CC1)C(F)(F)F)=C 2-fluoro-1-(4-(3-((6-(trifluoromethyl)pyridin-3-yl)amino)pyrazin-2-yl)-3,6-dihydropyridin-1(2H)-yl)prop-2-en-1-one